C1=CC=CC=2C3=CC=CC=C3C(C12)COC(=O)N[C@H](C(=O)O)CC1=CN(C2=CC=CC=C12)CC(=O)OC(C)(C)C (S)-2-((((9H-fluoren-9-yl)methoxy)carbonyl)amino)-3-(1-(2-(tertbutoxy)-2-oxoethyl)-1H-indol-3-yl)propanoic acid